(S)-N-(4-(4-((2,2-difluorocyclopropyl)methyl)piperazin-1-yl)-1H-pyrrolo[2,3-b]pyridin-6-yl)cyclopropylcarboxamide FC1([C@@H](C1)CN1CCN(CC1)C1=C2C(=NC(=C1)NC(=O)C1CC1)NC=C2)F